2-[4-(2,4-difluorophenoxy)phenyl]-7-(piperidin-4-yl)-4,5,6,7-tetrahydro-2H-pyrazolo[4,3-b]pyridine-3-carboxamide FC1=C(OC2=CC=C(C=C2)N2N=C3C(NCCC3C3CCNCC3)=C2C(=O)N)C=CC(=C1)F